creosol [methyl]acrylate CC(C(=O)OC=1C(OC)=CC(C)=CC1)=C